(4-methoxyphenyl)((1R,2R,4S)-4-phenyl-2-(pyridin-2-yl)bicyclo[2.1.1]hexan-1-yl)methanone COC1=CC=C(C=C1)C(=O)C12[C@@H](CC(C1)(C2)C2=CC=CC=C2)C2=NC=CC=C2